CCCCCCCCCCCCN(CCC(=O)[O-])CCC(=O)[O-].[Na+].[Na+] N-lauryl-beta-iminodipropionate sodium salt